Ethyl 1-(4-chloro-2-(methylthio)pyrimidin-5-yl)cyclopropane-1-carboxylate ClC1=NC(=NC=C1C1(CC1)C(=O)OCC)SC